ClC1=C(\C=N\O[C@H](C(=O)OC)CC)C=C(C(=C1)F)N1C(N(C(=CC1=O)C(F)(F)F)C)=O methyl (2S)-2-{[(E)-{2-chloro-4-fluoro-5-[3-methyl-2,6-dioxo-4-(trifluoromethyl)-3,6-dihydropyrimidin-1(2H)-yl]benzylidene}amino] oxy}butanoate